FC=1C=NC(=NC1)NC1=NC=C(C=C1)C1CCN(CC1)C 5-Fluoro-2-((5-(1-methylpiperidin-4-yl)pyridin-2-yl)amino)pyrimidin